2-(4-((4-(5-ethylpyridin-2-yl)piperazin-1-yl)methyl)-2,6-dimethylphenoxy)-2-methylpropanoic acid C(C)C=1C=CC(=NC1)N1CCN(CC1)CC1=CC(=C(OC(C(=O)O)(C)C)C(=C1)C)C